ClC1=C(C=CC(=C1)C1=NC(=NC(=N1)C(Cl)(Cl)Cl)C(Cl)(Cl)Cl)SCCC(=O)O 3-{chloro-4-[2,4-bis(trichloromethyl)-s-triazine-6-yl]phenylthio}propionic acid